5-(4-(1-(benzo[c][1,2,5]oxadiazol-5-yl)ethoxy)phenyl)-2-oxo-6-(trifluoromethyl)-1,2-dihydropyridine-3-carboxamide N=1ON=C2C1C=CC(=C2)C(C)OC2=CC=C(C=C2)C=2C=C(C(NC2C(F)(F)F)=O)C(=O)N